N-[3-[tris(2-methoxyethoxy)silyl]propyl]ethane-1,2-diamine COCCO[Si](CCCNCCN)(OCCOC)OCCOC